ClC1=C(N(C(N1C1=C(C=CC=C1C(CC)CC)C(CC)CC)=[Pd-]C1=NC=CC=C1Cl)C1=C(C=CC=C1C(CC)CC)C(CC)CC)Cl (dichloro[1,3-bis(2,6-di-3-pentylphenyl)imidazol-2-ylidene])(3-chloropyridyl)palladium (II)